[Li]C(=CC(C)=C)[Li] dilithioisoprene